C1(CC1)C1=NC=NC(=C1C1=NN2C(N(C(CC2)=O)CC2=CC=C(C=C2)C=2N(C=C(N2)C(F)(F)F)C)=N1)OC(F)F 2-(4-cyclopropyl-6-(difluoromethoxy)pyrimidin-5-yl)-4-(4-(1-methyl-4-(trifluoromethyl)-1H-imidazol-2-yl)benzyl)-6,7-dihydro-[1,2,4]triazolo[1,5-a]pyrimidin-5(4H)-one